cis-4-cyclohexene-1,2-diformate [C@@H]1([C@H](CC=CC1)C(=O)[O-])C(=O)[O-]